FC(S(=O)(=O)OC=1C=C2C(=NC=NC2=CC1C=1C=NN(C1)C)C=1C(=NN(C1)CC(F)F)C1=CC=CC=C1)(F)F 4-(1-(2,2-difluoroethyl)-3-phenyl-1H-pyrazol-4-yl)-7-(1-methyl-1H-pyrazol-4-yl)quinazolin-6-yl trifluoromethanesulfonate